1-(6,7-dihydro-5H-benzo[6,7]cyclohepta[1,2-c]pyridazin-3-yl)-N3-(3-fluoro-4-(4-methyl-3-phenylpiperazin-1-yl)phenyl)-1H-1,2,4-triazole-3,5-diamine N1=NC(=CC2=C1C1=C(CCC2)C=CC=C1)N1N=C(N=C1N)NC1=CC(=C(C=C1)N1CC(N(CC1)C)C1=CC=CC=C1)F